(1,1-dimethyl-2-propynyl) (methyl) phosphate P(=O)(OC(C#C)(C)C)(OC)[O-]